tert-butyl 5-({2-methanesulfonyl-6-methyl-7-oxo-5-[2-(triisopropylsilyl)ethynyl]pyrido[2,3-d]pyrimidin-8-yl}methyl)imidazole-1-carboxylate CS(=O)(=O)C=1N=CC2=C(N1)N(C(C(=C2C#C[Si](C(C)C)(C(C)C)C(C)C)C)=O)CC2=CN=CN2C(=O)OC(C)(C)C